C(C1=CC=CC=C1)N1C=NC=C1 N-benzyl-imidazole